C(C)OC(COCCOCCOCCOS(=O)(=O)C1=CC=C(C)C=C1)=O.OCP hydroxymethyl-phosphine ethyl-2-(2-(2-(2-(tosyloxy)ethoxy)ethoxy)ethoxy)acetate